(S)-N-((1R,5S,8s)-3-(6-methoxypyridazin-4-yl)-3-azabicyclo[3.2.1]octan-8-yl)-8-(2,3,4-trifluorophenoxy)-5,6,7,8-tetrahydro-[1,2,4]triazolo[1,5-a]pyridin-2-amine COC1=CC(=CN=N1)N1C[C@H]2CC[C@@H](C1)C2NC2=NN1C([C@H](CCC1)OC1=C(C(=C(C=C1)F)F)F)=N2